C(C)OC1=NC(=NC(=N1)NC)NC(=O)NS(=O)(=O)C1=C(C(=O)O)C=CC=C1 2-[(4-ethoxy-6-methylamino-1,3,5-triazin-2-yl)carbamoyl-sulfamoyl]benzoic acid